1-(5-nitropyrazin-2-yl)azetidin-3-ol [N+](=O)([O-])C=1N=CC(=NC1)N1CC(C1)O